NCCOCCOCCOCCOCCOC=1C=C(NC2=NC=CC(=N2)C=2C=CC(=NC2)N2C[C@H](N(CC2)C(=O)OC(C)(C)C)CC)C=C(C1OC)OC |r| (±)-Tert-butyl 4-[5-[2-[3-[2-[2-[2-[2-(2-aminoethoxy)ethoxy]ethoxy]ethoxy]ethoxy]-4,5-dimethoxy-anilino]pyrimidin-4-yl]-2-pyridyl]-2-ethyl-piperazine-1-carboxylate